COC([C@@H](NC(CNC(=O)OCC1C2=CC=CC=C2C2=CC=CC=C12)=O)[C@@H](C)CC)=O Fmoc-glycyl-isoleucine methyl ester